(2-methyl-[[1,1'-biphenyl]-3-yl]methoxy)benzaldehyde CC1=C(C=CC=C1COC1=C(C=O)C=CC=C1)C1=CC=CC=C1